CC1(C2(C(CC1CC2)=O)CS(=O)(=O)NCCCN(C)C)C 1-(7,7-dimethyl-2-oxobicyclo[2.2.1]hept-1-yl)-N-(3-(dimethylamino)propyl)methanesulfonamide